1,1,1,3,3,3-Hexafluoropropan-2-yl (S)-1-(2-(trifluoromethyl)-5,6,7,8-tetrahydropyrido[3,4-d]pyrimidin-7-carbonyl)-6-azaspiro[2.5]octan-6-carboxylat FC(C=1N=CC2=C(N1)CN(CC2)C(=O)[C@H]2CC21CCN(CC1)C(=O)OC(C(F)(F)F)C(F)(F)F)(F)F